C(C)(C)(C)OC(N(C(=O)OC(C)(C)C)C1=NC=CC(=C1F)CC=1C=NC=C(C1C)NC1=C(C=C(C=C1)Br)F)=O N-[4-[[5-(4-bromo-2-fluoro-anilino)-4-methyl-3-pyridinyl]methyl]-3-fluoro-2-pyridinyl]-N-tert-butoxycarbonyl-carbamic acid tert-butyl ester